NC1=C2CN(C(C2=CC=C1N(C)[C@@H]1[C@H](CCCC1)NC1CCC(CC1)(F)F)=O)C1C(NC(CC1)=O)=O 3-(4-amino-5-(((1S,2S)-2-((4,4-difluorocyclohexyl)amino)cyclohexyl)(methyl)amino)-1-oxoisoindolin-2-yl)piperidine-2,6-dione